1,1-difluoroethyl 1,1,2,2,2-pentafluoroEthyl ether FC(C(F)(F)F)(F)OC(C)(F)F